O[C@H](CCC)C1=NC=C(C(=N1)C)C=1C=NC2=CC(=NC=C2C1)C1(CC1)C(=O)N (3-{2-[(1R)-1-hydroxybutyl]-4-methylpyrimidin-5-yl}-1,6-naphthyridin-7-yl)cyclopropanecarboxamide